5-(5-(7-Ethyl-7H-imidazo[4,5-c]pyridazin-4-yl)-2-fluorophenyl)-2-(trifluoromethyl)quinoline C(C)N1C=NC2=C1N=NC=C2C=2C=CC(=C(C2)C2=C1C=CC(=NC1=CC=C2)C(F)(F)F)F